(1R,4R,7R)-2-{1-[(1-benzoylazetidin-3-yl)methyl]-7-methoxy-2-(1-methyl-1H-indol-2-yl)-1H-1,3-benzodiazole-5-carbonyl}-2-azabicyclo[2.2.1]heptan-7-amine C(C1=CC=CC=C1)(=O)N1CC(C1)CN1C(=NC2=C1C(=CC(=C2)C(=O)N2[C@@H]1CC[C@H](C2)[C@H]1N)OC)C=1N(C2=CC=CC=C2C1)C